4,12-dimethyl-tridecanoic acid CC(CCC(=O)O)CCCCCCCC(C)C